lead-barium sulfate S(=O)(=O)([O-])[O-].[Ba+2].[Pb+2].S(=O)(=O)([O-])[O-]